(1R,5S,6s)-tert-butyl 6-formyl-3-azabicyclo[3.1.0]hexane-3-carboxylate CC(C)(C)OC(=O)N1C[C@@H]2[C@H](C1)C2C=O